CC1(OC[C@H](O1)C(C(C(=O)OCC)(F)C)=C=O)C ethyl 3-((R)-2,2-dimethyl-1,3-dioxolanyl)-3-carbonyl-2-methyl-2-fluoropropionate